3-chloro-5-[(1R)-1-(2,4-dichlorophenyl)ethyl]-7-(trifluoromethyl)pyrrolo[3,2-b]pyrazine ClC=1N=C2C(=NC1)C(=CN2[C@H](C)C2=C(C=C(C=C2)Cl)Cl)C(F)(F)F